5-chloro-2-(2-cyano-1-methylisoindolin-4-yl)benzamide ClC=1C=CC(=C(C(=O)N)C1)C1=C2CN(C(C2=CC=C1)C)C#N